C(=O)(O)/C=C/C(=O)NC1=CC=C(C=C1)C(/C=C/C1=CC=C(C=C1)\C=C/C(=O)C1=CC=C(NC(\C=C/C(=O)O)=O)C=C1)=O (Z)-4-[4-[(Z)-3-[4-[(E)-3-[4-[[(E)-3-Carboxyprop-2-enoyl]amino]phenyl]-3-oxoprop-1-enyl]phenyl]prop-2-enoyl]anilino]-4-oxobut-2-enoic acid